CC(=CCC/C(=C/CC1=C(C(=C2C(=C1O)C=CC(O2)(C)C)C(=O)/C=C/C3=CC(=C(C=C3)O)O)O)/C)C The molecule is a member of the class of chalcones that is chalcone substituted by hydroxy groups at positions 3, 4, 2' and 4', a geranyl group at position 3' and a 6,6-dimethyl-3,6-dihydro-2H-pyran ring fused across positions 5' and 6'. Isolated from the fruits of Mallotus philippensis, it exhibits anti-inflammatory and immunoregulatory activities. It has a role as a metabolite, an anti-inflammatory agent, a cyclooxygenase 2 inhibitor and an EC 1.14.13.39 (nitric oxide synthase) inhibitor. It is a member of chalcones, a chromenol and a polyphenol.